N-[1-[3-[4-[(4-methoxyphenyl)methyl]-6,6-dimethyl-5-oxo-1,3,4-thiadiazin-2-yl]pyrazin-2-yl]ethyl]-3,5-bis(trifluoromethyl)benzamide COC1=CC=C(C=C1)CN1N=C(SC(C1=O)(C)C)C=1C(=NC=CN1)C(C)NC(C1=CC(=CC(=C1)C(F)(F)F)C(F)(F)F)=O